2-chloro-4-[[3-(3-hydroxy-3-methyl-butyl)-1-methyl-2-oxo-benzimidazol-5-yl]amino]pyridine-3-carbonitrile ClC1=NC=CC(=C1C#N)NC1=CC2=C(N(C(N2CCC(C)(C)O)=O)C)C=C1